CC=1C(=C(C(=O)O)C=CC1NC1CCOCC1)OCC methyl-2-ethoxy-4-((tetrahydro-2H-pyran-4-yl)amino)benzoic acid